C(CCC)OC=1C=C(N)C=CC1 3-Butoxyaniline